F[C@@]1(C[C@H](O)[C@@H](CO)O1)N1C=NC=2C(=O)NC(N)=NC12 2'-deoxy-fluoroguanosine